2-((6-(4-((4-cyano-2-methoxybenzyl)oxy)pyrimidin-2-yl)-3-azabicyclo[4.1.0]heptan-3-yl)methyl)-1-(((S)-oxetan-2-yl)methyl)-1H-benzo[d]imidazole-6-carboxylic acid C(#N)C1=CC(=C(COC2=NC(=NC=C2)C23CCN(CC3C2)CC2=NC3=C(N2C[C@H]2OCC2)C=C(C=C3)C(=O)O)C=C1)OC